ClC=1C=C(C(=C(C1)C1=NN(C=C1C1=NC(=NC=C1)NC[C@H](C)NC(OC)=O)C(C)C)F)NS(=O)(=O)C (S)-methyl 1-(4-(3-(5-chloro-2-fluoro-3-(methylsulfonamido) phenyl)-1-isopropyl-1H-pyrazol-4-yl) pyrimidin-2-ylamino)propan-2-ylcarbamate